O=CC[C@H](O)[C@H](O)[C@H](O)C 2,6-Dideoxy-D-ribo-hexose